3-methoxy-5-(2-morpholino-7H-purin-8-yl)benzene-1,2-diol COC1=C(C(=CC(=C1)C1=NC2=NC(=NC=C2N1)N1CCOCC1)O)O